ClC1=C(C=C(C=C1)F)C1NC(C=2C1=C(SC2)NC(C2=CC(=CC(=C2)C(F)(F)F)F)=O)=O N-(6-(2-chloro-5-fluorophenyl)-4-oxo-5,6-dihydro-4H-thieno[3,4-c]pyrrol-1-yl)-3-fluoro-5-(trifluoromethyl)benzamide